5,7-diaminoquinoline NC1=C2C=CC=NC2=CC(=C1)N